Aminophenylpyridine C1=CC=C(C=C1)C2=C(C=CC=N2)N